FC1=C(OCC2=NC=CC=C2)C=CC(=C1F)B1OC(C(O1)(C)C)(C)C [2,3-difluoro-4-(4,4,5,5-tetramethyl-1,3,2-dioxaborolan-2-yl)phenoxyl-methyl]pyridine